2-(tetrahydropyran-2-yl)ethanol O1C(CCCC1)CCO